1-(4-(4-bromo-2-chlorobenzoyl)piperazin-1-yl)ethanone BrC1=CC(=C(C(=O)N2CCN(CC2)C(C)=O)C=C1)Cl